N1(CCC2(CC1)OCC1=CC=CC=C12)C1(C(NC(NC1=O)=O)=O)C1=CC=C(C=C1)OC1=CC=C(C=C1)OC(F)(F)F 5-spiro[1H-isobenzofuran-3,4'-piperidine]-1'-yl-5-[4-[4-(trifluoromethoxy)phenoxy]phenyl]hexahydropyrimidine-2,4,6-trione